N-[3-[2-(4-amino-1,2,5-oxadiazol-3-yl)-1-ethylimidazo[4,5-c]pyridin-6-yl]oxyphenyl]-4-(2-morpholin-4-ylethoxy)benzamide NC=1C(=NON1)C=1N(C2=C(C=NC(=C2)OC=2C=C(C=CC2)NC(C2=CC=C(C=C2)OCCN2CCOCC2)=O)N1)CC